tert-butyl (trans-2-(5-bromo-2-methylthiophen-3-yl)cyclopropyl)carbamate BrC1=CC(=C(S1)C)[C@H]1[C@@H](C1)NC(OC(C)(C)C)=O